3-methylpentanol CC(CCO)CC